C(C)(C)(C)OC(=O)N1CCC2(C[C@H](OC2=O)CCN2CCN(CC2)C2=C(C=CC=C2)C(C)C)CC1 (S)-3-(2-(4-(2-isopropylphenyl)piperazin-1-yl)ethyl)-1-oxo-2-oxa-8-azaspiro[4.5]decane-8-carboxylic acid tert-butyl ester